ClC1=C(C=C(C=C1)F)C1(NC(C2=C1C(=CC1=C(N(N=C21)C)CO)C2=C(C(=O)N)C=C(C=C2F)C(F)(F)F)=O)OC (6-(2-chloro-5-fluorophenyl)-3-(hydroxymethyl)-6-methoxy-2-methyl-8-oxo-2,6,7,8-tetrahydropyrrolo[3,4-g]indazol-5-yl)-3-fluoro-5-(trifluoromethyl)benzamide